ClC=1C=CC2=C(N=C(O2)C2CC3(CC(C3)NC(=O)C3=CC(=NC=C3)NC)C2)C1 N-[6-(5-chloro-1,3-benzoxazol-2-yl)spiro[3.3]heptan-2-yl]-2-(methylamino)pyridine-4-carboxamide